C1(=CC=CC=C1)C(C(=O)[O-])(C(=O)[O-])C1=CC=CC=C1 diphenylmalonate